FC=1C=C(C=CC1F)N1C(CCC[C@H]1C1=NC2=C(N1C1CCC(CC1)OC)C=CC(=C2)C=2C(=NOC2C)C)=O (6S)-1-(3,4-difluorophenyl)-6-[5-(3,5-dimethyl-1,2-oxazol-4-yl)-1-(4-methoxycyclohexyl)benzimidazol-2-yl]piperidin-2-one